CC=1C(=C2C=CN=C(C2=CC1)NC1=C(C=C(C(=C1)F)F)F)[N+](=O)[O-] 6-methyl-5-nitro-N-(2,4,5-trifluorophenyl)isoquinolin-1-amine